rac-(1r,2r,3s,4r,5s)-5-hydroxy-3-(1-methyl-3-(trifluoromethyl)-1H-pyrazol-4-yl)-N-(4-(trifluoromethyl)pyridin-2-yl)-7-oxabicyclo[2.2.1]heptane-2-carboxamide O[C@@H]1[C@H]2[C@@H]([C@H]([C@@H](C1)O2)C(=O)NC2=NC=CC(=C2)C(F)(F)F)C=2C(=NN(C2)C)C(F)(F)F |r|